(S)-N-(4-((3-(2-hydroxypropoxy)-5-(methylsulfonyl)phenyl)amino)-5-(1-methyl-1H-pyrazol-3-yl)pyridin-2-yl)acetamide i-propyl-orthosilicate C(C)(C)O[Si](O)(O)O.O[C@H](COC=1C=C(C=C(C1)S(=O)(=O)C)NC1=CC(=NC=C1C1=NN(C=C1)C)NC(C)=O)C